Ethyl (3S)-3-(2-(5-(2-(azetidin-1-yl)ethyl)-2-oxo-4-(trifluoromethyl)pyridin-1(2H)-yl)-4-methylpentanamido)-3-(2,4-difluoro-3'-methoxy-2',5,6'-trimethyl-[1,1'-biphenyl]-3-yl)propanoate N1(CCC1)CCC=1C(=CC(N(C1)C(C(=O)N[C@@H](CC(=O)OCC)C=1C(=C(C=C(C1F)C)C1=C(C(=CC=C1C)OC)C)F)CC(C)C)=O)C(F)(F)F